Thio-alpha-L-ribose S[C@H]1[C@@H](O)[C@@H](O)[C@@H](O1)CO